FC(C1=NN(C(=C1C(=O)N)Br)C)F 3-(difluoromethyl)-5-bromo-1-methyl-1H-pyrazole-4-carboxamide